6-(4-fluorophenyl)pyridinecarboxylic acid FC1=CC=C(C=C1)C1=CC=CC(=N1)C(=O)O